FC=1C=C(C(=NC1)OC=1C=CC=2N(C1)C(=C(N2)C(=O)NC2(CN(C2)C(C(F)(F)F)=O)C)C)OCC(F)(F)F 6-[[5-fluoro-3-(2,2,2-trifluoroethoxy)-2-pyridyl]oxy]-3-methyl-N-[3-methyl-1-(2,2,2-trifluoroacetyl)azetidin-3-yl]imidazo[1,2-a]pyridine-2-carboxamide